3-phenylpropionate C1(=CC=CC=C1)CCC(=O)[O-]